(R)-[8-(6-chloro-7-methoxyquinolin-4-yl)-2,8-diazaspiro[4.5]decan-2-yl](imino)methyl-λ6-sulfanone ClC=1C=C2C(=CC=NC2=CC1OC)N1CCC2(CCN(C2)[SH2](=O)C=N)CC1